(S)-2-isocyanato-N,N-dimethyl-2-phenylethan-1-amine HCl salt Cl.N(=C=O)[C@H](CN(C)C)C1=CC=CC=C1